ClC1=CC=C(C=C1)C1=C(N=C(N1)C1=CC=C(C=C1)OCCC1=CC=CC=C1)C 5-(4-chlorophenyl)-4-methyl-2-(4-phenethoxyphenyl)-1H-imidazole